N-(2-((4-(2-(Bis((1,3-dimethyl-2-oxo-2,3-dihydro-1H-benzo[d]imidazol-5-yl)methyl)amino)ethyl)phenyl)carbamoyl)-4,5-dimethoxyphenyl)quinoxaline-2-carboxamide CN1C(N(C2=C1C=CC(=C2)CN(CCC2=CC=C(C=C2)NC(=O)C2=C(C=C(C(=C2)OC)OC)NC(=O)C2=NC1=CC=CC=C1N=C2)CC2=CC1=C(N(C(N1C)=O)C)C=C2)C)=O